CC1=CC=C(C=C1)/C=C/C(=O)C1=CC=C(C=C1)S(=O)(=O)NCCC(=O)O 3-[[4-[(E)-3-(4-Methylphenyl)prop-2-enoyl]phenyl]sulfonylamino]propanoic acid